ClC1=NC(=CC(=C1)C1=C(N=C(S1)NC(=O)N1CC(CC1)C(C)(C)O)C1=CC(=CC=C1)C#N)C N-[5-(2-Chloro-6-methyl-4-pyridyl)-4-(3-cyanophenyl)thiazol-2-yl]-3-(1-hydroxy-1-methyl-ethyl)pyrrolidin-1-carboxamid